O[C@H](C#CC1=CC(=C(C=C1)O)OC)CCCCC (S)-4-(3-hydroxyoct-1-yn-1-yl)-2-methoxyphenol